C(#C)C=1C(=CC=C2C=C(C=C(C12)C1=C(C=2N=C(N=C(C2C=N1)OCC(F)(F)F)OC[C@]12CCCN2C[C@@H](C1)F)F)OCOC)F 7-(8-ethynyl-7-fluoro-3-(methoxymethoxy)naphthalen-1-yl)-8-fluoro-2-(((2R,7aS)-2-fluorotetrahydro-1H-pyrrolizin-7a(5H)-yl)methoxy)-4-(2,2,2-trifluoroethoxy)pyrido[4,3-d]pyrimidine